ClC1=CC(=C(OC=2C(=C(C=NC2)CC2=C(C(=NC=C2)NS(NC)(=O)=O)OC)C)C=C1)F 4-[[5-(4-chloro-2-fluoro-phenoxy)-4-methyl-3-pyridinyl]methyl]-3-methoxy-N-(methylsulfamoyl)pyridin-2-amine